C1(CC1)COC1=CC=C(C=C1)C1=CN=CC(=N1)C(=O)N/N=C/C1=CC(=CC(=C1)OC)OC (E)-6-(4-(cyclopropylmethoxy)phenyl)-N'-(3,5-dimethoxybenzylidene)pyrazine-2-carbohydrazide